CCCCCC/C=C/CCCCCCCC(=O)O The molecule is a straight-chain, monounsaturated, 16-carbon fatty acid with a trans-double bond at position C-9; the trans-isomer of palmitoleic acid and predominant trans-16:1 isomer in cheeses from goat and ewe milk. Major dietary sources are partly hydrogenated vegetable oils. It is a monounsaturated fatty acid and a long-chain fatty acid.